NCC1(CCN(CC1)C(=O)OC(C)(C)C)NCC1=CC=C(C=C1)OC Tert-butyl 4-(aminomethyl)-4-((4-methoxybenzyl)amino)piperidine-1-carboxylate